C([C@H]([C@H](CO)O)O)O butaneTetrol